[Cl-].CN(C=1C=CC2=NC3=CC=C(C=C3[S+]=C2C1)N(C)C)C 3,7-bis(dimethylamino)-phenothiazin-5-ium chloride